acetenyl methyl iminodiacetate borate B(O)(O)O.N(CC(=O)OC)CC(=O)OC#C